FC=1C=C(C=NC1)N1N=C(C=C(C1=O)C(=O)N[C@@H](C)C(C)(C)O)C=1C=NC(=CC1)C(F)(F)F 2-(5-fluoropyridin-3-yl)-N-[(2S)-3-hydroxy-3-methylbut-2-yl]-3-oxo-6-[6-(trifluoro-methyl)pyridin-3-yl]-2,3-dihydropyridazine-4-carboxamide